BrC=1C=C2C(=NC=NC2=CC1)NC1=CC(=C(C=C1)OC1=NN(C=C1)C)Cl 6-bromo-N-[3-chloro-4-(1-methylpyrazol-3-yl)oxy-phenyl]quinazolin-4-amine